C(C)(C)C(C(=O)OCC)CC(C(C)C)N(C(=O)OC)CC(C)C ethyl 2-isopropyl-4-(isobutyl(methoxycarbonyl)amino)-5-methylhexanoate